2-hydrazino-5-(methoxymethyl)thiazole N(N)C=1SC(=CN1)COC